ClC=1C=C(C(=NC1)N1C([C@@H](N(C(C1)=O)CC1=CC=C(C=C1)F)C12CC(C1)(C2)O)=O)F (S)-1-(5-chloro-3-fluoro-pyridin-2-yl)-4-(4-fluoro-benzyl)-3-(3-hydroxy-bicyclo[1.1.1]pentan-1-yl)piperazine-2,5-dione